C(CN1C(C(NC(C1)(C)C)(C)C)=O)N1C(C(NC(C1)(C)C)(C)C)=O 1,1'-(1,2-ethanediyl)-bis-(3,3,5,5-tetramethylpiperazinone)